5-chloro-1'-{2-[3-fluoro-4-(3-hydroxyazetidine-1-carbonyl)phenoxy]ethyl}-1,2-dihydrospiro[indole-3,4'-piperidin]-2-one ClC=1C=C2C(=CC1)NC(C21CCN(CC1)CCOC1=CC(=C(C=C1)C(=O)N1CC(C1)O)F)=O